CC1=NN(C(=C1)C)C1=CC(=C(OC[C@@H]2CC[C@H](CC2)C(=O)N2OCC[C@H]2C=2C=NC=C(C#N)C2)C=C1)F trans-5-((S)-2-(4-((4-(3,5-dimethyl-1H-pyrazol-1-yl)-2-fluorophenoxy)methyl)cyclohexane-1-carbonyl)isoxazolidin-3-yl)nicotinonitrile